C(CCCCCCCCCCCC)OCCCNCCCNCCCN N'-[3-(3-tridecyloxypropylamino)propyl]propane-1,3-diamine